CC=1N=C(NC1C)C1CN(CCC1)C=1C2=C(N=C(N1)OCC13CCCN3CCC1)CN(CC2)C2=CC=CC1=CC=CC(=C21)CC (3-(4,5-dimethyl-1H-imidazol-2-yl)piperidin-1-yl)-7-(8-ethylnaphthalen-1-yl)-2-((tetrahydro-1H-pyrrolizin-7a(5H)-yl)methoxy)-5,6,7,8-tetrahydropyrido[3,4-d]pyrimidine